C(C)N1C2=CC=CC=C2C=2C=C(C=CC12)CN1CCC2(CC1)C(NCC1=CC=CC=C12)=O 1'-[(9-Ethyl-9H-carbazol-3-yl)methyl]-2,3-dihydro-1H-spiro[isoquinoline-4,4'-piperidin]-3-one